(4-amino-3,5-difluorophenyl)(8-(8-amino-3-methyl-6-(trifluoromethyl)-[1,2,4]triazolo[4,3-a]pyridin-7-yl)indolizin-3-yl)methanone NC1=C(C=C(C=C1F)C(=O)C1=CC=C2C(=CC=CN12)C1=C(C=2N(C=C1C(F)(F)F)C(=NN2)C)N)F